ClC1=CC=C(C=C1)C(=C)C=1OC=CC1 2-(1-(4-chlorophenyl)vinyl)furan